C(C)C1=CC=C(C=C1)/C=C/C(=O)C1=CC=C(C=C1)S(=O)(=O)NCCC(=O)O 3-[[4-[(E)-3-(4-Ethylphenyl)prop-2-enoyl]phenyl]sulfonylamino]propanoic acid